[O-2].[O-2].[O-2].[Sb+3].[Sb+3] antimony trioxide